CC1(C(CCC2(C(N(C3=CC=CC=C23)CC(F)(F)F)=O)C1)=O)C 5,5-dimethyl-2',4-dioxo-1'-(2,2,2-trifluoroethyl)spiro[cyclohexane-1,3'-indolin]